C(C)OC(=O)[C@H]1[C@@H]2C3CC3[C@H]([C@@H]1N)CC2 (1R,5S,6S,7S)-7-aminotricyclo[3.2.2.02,4]Nonane-6-carboxylic acid ethyl ester